SCC1=CC=CC=C1 4-mercaptomethylbenzene